[Si](C1=CC=CC=C1)(C1=CC=CC=C1)(C(C)(C)C)OC[C@@H]1[C@H](N(CC1)C(=O)OC(C)(C)C)C1=NC(=NO1)C1=CC(=C(C=C1)OCCCCCCCC)C(F)(F)F tert-butyl (2S,3S)-3-(((tert-butyldiphenylsilyl)oxy)methyl)-2-(3-(4-(octyloxy)-3-(trifluoromethyl)phenyl)-1,2,4-oxadiazol-5-yl)pyrrolidine-1-carboxylate